CP(=O)(C)C=1C=C2C(=NC(=NC2=CC1C#N)C)N[C@H](C)C1=C(C(=CC=C1)C(F)(F)F)C (R)-6-(dimethylphosphoryl)-2-methyl-4-((1-(2-Methyl-3-(trifluoromethyl)phenyl)ethyl)amino)quinazoline-7-carbonitrile